[Pt+2].C(C)(C)[Si](C(C(=O)C1=CC=CC=C1)C(C)=O)(OC)OC.C(C)(C)[Si](C(C(=O)C1=CC=CC=C1)C(C)=O)(OC)OC bis[2-(isopropyldimethoxysilyl)1-phenyl-1,3-butanedione] platinum (II)